ClC=1C=C(NC2(CCC3([C@H](CC4=CC=CC=C34)C[C@H](COC3=C(C=NC=C3C)C)C)CC2)C(=O)O)C=CC1 (1r,2'S,4S)-4-(3-chloroanilino)-2'-{(2R)-3-[(3,5-dimethylpyridin-4-yl)oxy]-2-methylpropyl}-2',3'-dihydrospiro[cyclohexane-1,1'-indene]-4-carboxylic acid